(S)-N-(6-(5-(difluoromethyl)-1,2,4-oxadiazol-3-yl)-2,3-dihydrobenzofuran-3-yl)-3-(hydroxymethyl)benzamide FC(C1=NC(=NO1)C1=CC2=C([C@@H](CO2)NC(C2=CC(=CC=C2)CO)=O)C=C1)F